FC1(CN(CCC1OCC1=CC=C(CNC=2C=C3C=CN=C(C3=CC2)NC(OC(C)(C)C)=O)C=C1)C)F Tert-butyl (6-((4-(((3,3-difluoro-1-methylpiperidin-4-yl)oxy)methyl)benzyl)amino)isoquinolin-1-yl)carbamate